2-phenyl-acetic acid C1(=CC=CC=C1)CC(=O)O